[Ti].CC(C1=C(C(=C(C1C)C)C)C)(C)C trimethyl-(pentamethyl-cyclopentadiene) titanium